N,N-diethylaminocinnamaldehyde C(C)N(CC)C(C=O)=CC1=CC=CC=C1